methyl acetate (METHYLACETATE) CCC(=O)O.C(C)(=O)OC